5-(1-(4-(5-(difluoromethyl)-1,3,4-oxadiazol-2-yl)-3-fluorobenzyl)-1H-1,2,3-triazol-4-yl)pyridin-2-amine FC(C1=NN=C(O1)C1=C(C=C(CN2N=NC(=C2)C=2C=CC(=NC2)N)C=C1)F)F